tert-butyl (3-(hydroxymethyl)tetrahydrofuran-3-yl)carbamate OCC1(COCC1)NC(OC(C)(C)C)=O